CC(C(C)(O)C=1C(=NC2=CC=CC=C2C1)C1=CC2=CC=CC=C2C=C1)(C)C 3,3-dimethyl-2-(2-(naphthalen-2-yl)quinolin-3-yl)butan-2-ol